C[C@@H]1C[C@H]2[C@H]([C@@H]([C@]3([C@H]1[C@@H](CC3=O)OC)C)O)C(=C)C(=O)O2 The molecule is a pseudoguaianolide with anti-inflammatory activity isolated from the aerial parts of Inula hupehensis. It has a role as an anti-inflammatory agent and a plant metabolite. It is a gamma-lactone, a cyclic ketone, a secondary alcohol, an organic heterotricyclic compound, a pseudoguaianolide and an ether.